(R)-Ethyl-4,4,4-trifluoro-3-((3-methoxyphenyl)amino)butanoate C(C)OC(C[C@H](C(F)(F)F)NC1=CC(=CC=C1)OC)=O